C(C)(C)(C)OC(=O)N1[C@H]2CC(C[C@@H]1CC2)N.C(CCC)OC2=CC=C(C=C2)S(=O)(=O)NCCC(C2=CC=CC=C2)O 4-butoxy-N-(3-hydroxy-3-phenylpropyl)benzenesulfonamide tert-butyl-(1R,3s,5S)-3-amino-8-azabicyclo[3.2.1]octane-8-carboxylate